(R)-N-[(1R)-1-(10-fluoro-3-isopropoxy-8-oxo-5,6-dihydro-1,6-naphthyridino[5,6-b]quinazolin-12-yl)ethyl]-2-methyl-propane-2-sulfinamide FC=1C=C2C(N3C(=NC2=C(C1)[C@@H](C)N[S@](=O)C(C)(C)C)C=1C=CC(=NC1CC3)OC(C)C)=O